NC1=C(C(=O)[O-])C=C(C=C1)[N+](=O)[O-] 2-amino-5-nitro-benzoate